trifluoro-ethylamine borate B(O)(O)O.FC(CN)(F)F